3-(4'-methoxy-[1,1'-biphenyl]-4-yl)pyridine Sodium potassium salt [K].[Na].COC1=CC=C(C=C1)C1=CC=C(C=C1)C=1C=NC=CC1